(S)-8-(4-Isopropoxyphenyl)-N-(7-(pyrrolidin-1-yl)-6,7,8,9-tetrahydro-5H-benzo[7]annulen-2-yl)quinazolin-2-amine C(C)(C)OC1=CC=C(C=C1)C=1C=CC=C2C=NC(=NC12)NC=1C=CC2=C(CC[C@H](CC2)N2CCCC2)C1